FC1=C2C=CC(=CC2=CC(=C1O)OC)C(CCC(=O)OC)=O Methyl 4-(5-fluoro-6-hydroxy-7-methoxynaphthalen-2-yl)-4-oxobutanoate